C1=CC=C2C1=CC=C1C(C=C2)=CC=C1 dicyclopenta[a,e]cyclooctene